CN1C2=C(OC[C@@H](C1=O)NC(=O)C1=NN=C3N1C=C(N=C3)C(F)(F)F)C=CC=C2 (S)-N-(5-methyl-4-oxo-2,3,4,5-tetrahydrobenzo[b][1,4]oxazepin-3-yl)-6-(trifluoromethyl)-[1,2,4]triazolo[4,3-a]pyrazine-3-carboxamide